ClC=1N=NC(=C(C1C(=O)OC)C)Cl methyl 3,6-dichloro-5-methylpyridazine-4-carboxylate